BrC1=CC=C2C=C(N(C2=C1)C1CCC1)C(=O)O 6-bromo-1-cyclobutyl-1H-indole-2-carboxylic acid